tert-butyl (S,E)-2-((tert-butoxycarbonyl) amino)-3-(4-(N-hydroxycarbamimidoyl) phenyl)propanoate C(C)(C)(C)OC(=O)N[C@H](C(=O)OC(C)(C)C)CC1=CC=C(C=C1)\C(\NO)=N/[H]